6-(3-(((1r,4r)-4-(5-chloro-2-methylnicotinamido)cyclohexyl)methyl)-2-oxo-2,3-dihydro-1H-benzo[d]imidazol-1-yl)-N-methylbenzo[d]isoxazole-3-carboxamide ClC=1C=NC(=C(C(=O)NC2CCC(CC2)CN2C(N(C3=C2C=CC=C3)C3=CC2=C(C(=NO2)C(=O)NC)C=C3)=O)C1)C